C1(CCC1)NC1=NC=C2N=C(N(C2=N1)C1CCC(CC1)C(=O)N)NC1=C(C=C(C=C1Cl)C#N)Cl (1s,4s)-4-(2-(cyclobutylamino)-8-(2,6-dichloro-4-cyanophenylamino)-9H-purin-9-yl)cyclohexanecarboxamide